(S)-6-(1-(5-(1-(difluoromethyl)-3-methyl-1H-pyrazol-4-yl)-7-((2-methyl-1H-imidazol-1-yl)methyl)-1-oxo-3,4-dihydroisoquinolin-2(1H)-yl)ethyl)-4-ethoxynicotinonitrile FC(N1N=C(C(=C1)C1=C2CCN(C(C2=CC(=C1)CN1C(=NC=C1)C)=O)[C@@H](C)C1=NC=C(C#N)C(=C1)OCC)C)F